4-(N-(3-chlorobenzyl)-2-(5-methoxy-2,3-dioxoindolin-1-yl)acetamido)-N-methylbenzamide ClC=1C=C(CN(C(CN2C(C(C3=CC(=CC=C23)OC)=O)=O)=O)C2=CC=C(C(=O)NC)C=C2)C=CC1